C(#N)C1=C(C=C(C=N1)NC([C@@](CN1C=C(C2=CC(=CC=C12)F)C#N)(C)O)=O)C(F)(F)F (S)-N-(6-Cyano-5-(trifluoromethyl)pyridin-3-yl)-3-(3-cyano-5-fluoro-1H-indol-1-yl)-2-hydroxy-2-methylpropanamide